S(=O)(=O)([O-])[O-].C(CCCCCCCCCCC)[N+](C)(C)C.[NH4+] ammonium dodecyltrimethylammonium sulfate